(1R,2S,5S)-2-(chloromethyl)-5-(4-fluorobenzyl)-2-methyl-1-(1H-1,2,4-triazol-1-ylmethyl)cyclopentane-1-ol ClC[C@@]1([C@@]([C@@H](CC1)CC1=CC=C(C=C1)F)(O)CN1N=CN=C1)C